ClC=1C(=NC(=C(C1)Cl)Cl)O[C@@H](CNC1=NC=NC(=C1Cl)C(F)F)C |r| (RS)-N-(2-((3,5,6-trichloropyridin-2-yl)oxy)propyl)-5-chloro-6-difluoromethylpyrimidin-4-amine